C1(CC1)S(=O)(=O)C1=NC2=C(N1CC1OCC1)C=CC=C2 (cyclopropylsulfonyl)-1-(oxetan-2-ylmethyl)-1H-benzo[d]imidazole